ClC1=CC2=C(N=C(O2)C2=CC=C(C=C2)NC(CC(C)C)=O)C=C1 N-(4-(6-chlorobenzo[d]oxazol-2-yl)phenyl)-3-methylbutanamide